ON=CC1=CNC2=CC=C(C=C12)NC(C1=CC=NC=C1)=O N-(3-((hydroxyimino)methyl)-1H-indol-5-yl)isonicotinamide